ClC1=C(C=C(C(=C1)COC1(CC1)C=1C=NC=CC1C1=C(C=CC=C1)OC1CC1)Cl)CCCCC(=O)N(C[C@@H]([C@H]([C@@H]([C@@H](CO)O)O)O)O)CC(=O)O 2-{5-[2,5-dichloro-4-({1-[4-(2-cyclopropoxyphenyl)pyridin-3-yl]cyclopropoxy}methyl)phenyl]-N-[(2S,3R,4R,5R)-2,3,4,5,6-pentahydroxyhexyl]pentanamido}acetic acid